6-bromomethyl-4-trifluoromethylpyridazin BrCC1=CC(=CN=N1)C(F)(F)F